BrC=1N=C2C(=C(C(N(C2=CC1)C)=O)C#N)N(C)C1CCCCC1 6-Bromo-4-(cyclohexyl-(methyl)amino)-1-methyl-2-oxo-1,2-dihydro-1,5-naphthyridine-3-carbonitrile